COC1=NC=C(C(=N1)OC)C=1C=C(C=2N(N1)C=CN2)[C@@H]2[C@H](C2)C2=CC=C1C=NN(C1=C2F)CC(F)(F)F 6-(2,4-dimethoxypyrimidin-5-yl)-8-((1S,2S)-2-(7-fluoro-1-(2,2,2-trifluoroethyl)-1H-indazol-6-yl)cyclopropyl)imidazo[1,2-b]pyridazine